3-fluoro-4-(hydroxymethyl)-5-(1H-benzimidazol-5-yl)benzoic acid FC=1C=C(C(=O)O)C=C(C1CO)C1=CC2=C(NC=N2)C=C1